2-fluoro-5-(1-isopropylpyrazol-3-yl)-4-methylbenzoic acid FC1=C(C(=O)O)C=C(C(=C1)C)C1=NN(C=C1)C(C)C